N-(tert-Butoxycarbonyl)-L-leucyl-3-[(3S)-2-oxopyrrolidin-3-yl]L-alanine methyl ester COC([C@@H](NC([C@@H](NC(=O)OC(C)(C)C)CC(C)C)=O)C[C@H]1C(NCC1)=O)=O